3,5-dicarboxylphenylboronic acid C(=O)(O)C=1C=C(C=C(C1)C(=O)O)B(O)O